Cl.BrC1=CC=C(C=C1)C(OC)=N methyl 4-bromobenzenecarboximidate HCl salt